BrC=1C=C(COC(NC2CC2)=O)C=C(C1)Cl (3-bromo-5-chlorobenzyl)(cyclopropyl)carbamate